2-(3-(4-(tert-butoxycarbonyl)piperidin-1-yl)isoxazol-5-yl)-3-methylbutanoic acid C(C)(C)(C)OC(=O)C1CCN(CC1)C1=NOC(=C1)C(C(=O)O)C(C)C